C(CCC)C=1N=C(NC1C)C1=C(C=C(C=C1)C)O 4-butyl-(2-hydroxy-4-methylphenyl)-5-methylimidazole